O1CCOC12CC(C(C2)CO)CO 1,4-Dioxaspiro[4.4]nonane-7,8-diyldimethanol